4-[1-(tert-butoxycarbonyl)-4-hydroxypiperidin-4-yl]phthalic acid 1,2-dimethyl ester COC(C=1C(C(=O)OC)=CC(=CC1)C1(CCN(CC1)C(=O)OC(C)(C)C)O)=O